4-(4-methylthiazol-5-yl)ethylpyrrolidine-2-carboxamide CC=1N=CSC1CCC1CC(NC1)C(=O)N